4-(5-(4-methoxyphenyl)-1-propionyl-4,5-dihydro-1H-pyrazol-3-yl)isoquinolin-3(2H)-one COC1=CC=C(C=C1)C1CC(=NN1C(CC)=O)C=1C(NC=C2C=CC=CC12)=O